N(=[N+]=[N-])C(CCOC)(C)N=[N+]=[N-] 3,3-diazido-methyloxybutane